COC1=C(C(=O)OC2=CC=C(C=C2)C(=O)OC2=CC=C(C=C2)[N+](=O)[O-])C=CC(=C1)OC 4-((4-nitrophenoxy)carbonyl)phenyl 2,4-dimethoxybenzoate